1-(4-(3-Aminobenzo[d]isoxazol-4-yl)-3-fluorophenyl)-3-(3-(trifluoromethoxy)phenyl)urea NC1=NOC2=C1C(=CC=C2)C2=C(C=C(C=C2)NC(=O)NC2=CC(=CC=C2)OC(F)(F)F)F